2-(6-(4-(4-(5-((2-(2,6-dioxopiperidin-3-yl)-1-oxoisoindolin-4-yl)thio)pentyl)piperazin-1-yl)piperidin-1-yl)-1-oxoisoindolin-2-yl)-2-(5-fluoro-2-hydroxyphenyl)-N-(thiazol-2-yl)acetamide O=C1NC(CCC1N1C(C2=CC=CC(=C2C1)SCCCCCN1CCN(CC1)C1CCN(CC1)C1=CC=C2CN(C(C2=C1)=O)C(C(=O)NC=1SC=CN1)C1=C(C=CC(=C1)F)O)=O)=O